FC1=C(C=CC=C1C(F)(F)F)N=C=O 2-fluoro-3-(trifluoromethyl)phenylisocyanate